N,N-diethyl-cyclohexyl-amine C(C)N(CC)C1CCCCC1